COC1=C2C(NC(=NC2=CC(=C1)OC)C1=CC=C(C=C1)N1CCC(CC1)N1CCN(CC1)CC=1C=C(C=CC1)C1C(NC(CC1)=O)=O)=O 3-(3-((4-(1-(4-(5,7-dimethoxy-4-oxo-3,4-dihydroquinazolin-2-yl)phenyl)piperidin-4-yl)piperazin-1-yl)methyl)phenyl)piperidine-2,6-dione